[Se+2].[Te-2].[Zn+2].[Cd+2].[Te-2].[Te-2] cadmium zinc telluride selenium